4-(3,3-difluoroallyl)-2,2,7-trifluoro-6-(perfluorophenyl)-2H-benzo[b][1,4]oxazin-3(4H)-one FC(=CCN1C2=C(OC(C1=O)(F)F)C=C(C(=C2)C2=C(C(=C(C(=C2F)F)F)F)F)F)F